1-(5-methylpyridin-2-yl)-5-(trifluoromethyl)-1H-pyrazole-4-carboxamide CC=1C=CC(=NC1)N1N=CC(=C1C(F)(F)F)C(=O)N